2-[(6-amino-3,5-dicyano-4-ethylpyridin-2-yl)sulfanyl]-2-phenylacetamide methyl-(E)-4-(4-chlorophenyl)but-2-enoate COC(\C=C\CC1=CC=C(C=C1)Cl)=O.NC1=C(C(=C(C(=N1)SC(C(=O)N)C1=CC=CC=C1)C#N)CC)C#N